ethyl 5-bromo-2-{[2-(trimethylsilyl)ethoxy]methyl}pyrazole-3-carboxylate BrC=1C=C(N(N1)COCC[Si](C)(C)C)C(=O)OCC